FC=1C(=CC(=C(C1)NCC#C)OC)S(=O)(=O)C 3-((5-fluoro-2-methoxy-4-(methylsulfonyl)phenyl)amino)prop-1-yn